NC(COCC1=CC=C(C=C1)C1=CC=C(C=C1)C#C[C@@H](CO)N1C(=NC=C1)[C@H](C)O)CO (2S)-4-(4'-((2-amino-3-hydroxypropoxy)methyl)-[1,1'-biphenyl]-4-yl)-2-(2-((S)-1-hydroxyethyl)-1H-imidazol-1-yl)but-3-yn-1-ol